C1NCCC2=CC=C(C=C12)C(=O)[O-] 1,2,3,4-tetrahydroisoquinoline-7-carboxylate